FC1=C(C=CC(=C1F)C#CC1=CC=C(C=C1)OCCCCCCCC)C=1OC2=C(N1)C=CC=C2 2-(2,3-difluoro-4-((4-(octyloxy)phenyl)ethynyl)phenyl)benzoxazole